CNC(=O)NC=1C=NN2C1N=C(C=C2NC)NC2=C1N=CC=NC1=CC=C2 1-methyl-3-(7-(methylamino)-5-(quinoxalin-5-ylamino)pyrazolo[1,5-a]pyrimidin-3-yl)urea